OC1=CC=C(C=C1)C1=CC(=C(C=C1C(C)C)C(C)C)C1=CC=C(C=C1)O bis-(4-hydroxyphenyl)-meta-diisopropylbenzene